ClC1=NC(=NC(=C1OC)C1=CC(=CC=C1)C1=NN(C=C1)C)N1CCOCC1 4-(4-chloro-5-methoxy-6-(3-(1-methyl-1H-pyrazol-3-yl)phenyl)pyrimidin-2-yl)morpholine